B([O-])([O-])F fluoro-borate